C(C1=CC=CC=C1)SC1=NC=CC(=C1)NC(C1=C(C=C(C(=C1)Cl)C(F)(F)F)OC1=C(C=C(C=C1)F)C)=O N-(2-(benzylthio)pyridin-4-yl)-5-chloro-2-(4-fluoro-2-methylphenoxy)-4-(trifluoromethyl)benzamide